4-bromo-5-(4-fluorophenyl)-1-phenyl-1H-pyrazole BrC=1C=NN(C1C1=CC=C(C=C1)F)C1=CC=CC=C1